2,3,4-trihydroxybutyryl-CoA OC(C(=O)SCCNC(CCNC([C@@H](C(COP(OP(OC[C@@H]1[C@H]([C@H]([C@@H](O1)N1C=NC=2C(N)=NC=NC12)O)OP(=O)(O)O)(=O)O)(=O)O)(C)C)O)=O)=O)C(CO)O